FC(OC1=CC=C(C=N1)C1=CC=2C3=C(C(N(C2C=C1)CCN1C=CC=C1)=O)N=NN3C3=CC(=C(C=C3)N3CCNCC3)C(F)(F)F)F 8-(6-(Difluoromethoxy)pyridin-3-yl)-1-(4-(piperazin-1-yl)-3-(trifluoromethyl)phenyl)-5-(2-(Pyrrol-1-yl)ethyl)-1,5-dihydro-4H-[1,2,3]triazolo[4,5-c]quinolin-4-one